3-Oxo-2-(3-piperidin-1-yl-propyl)-2,3-dihydro-1H-isoindole-4-carboxylic acid O=C1N(CC=2C=CC=C(C12)C(=O)O)CCCN1CCCCC1